2-methylprop-2-enoic acid butyl ester C(CCC)OC(C(=C)C)=O